CN1N=CC2=CC(=CC=C12)CCO 2-(1-methyl-1H-indazol-5-yl)ethan-1-ol